ClC1=NN(C=2C3=CN=C(C(O[C@@H](C4=CC(=CC=C4N4N=C(C=C4CC12)C)F)C)=C3)N)CC (19R)-5-chloro-3-ethyl-16-fluoro-10,19-dimethyl-20-oxa-3,4,11,12,23-pentaazapentacyclo[19.3.1.02,6.08,12.013,18]pentacosa-1(24),2(6),4,8,10,13,15,17,21(25),22-decaen-22-amine